bis(undec-6-yl) succinate C(CCC(=O)OC(CCCCC)CCCCC)(=O)OC(CCCCC)CCCCC